CNC(=O)C=1C(=C(C=CC1)N1CC(C1)OC1=CC=C(C=C1)CC(NC=1C=NC=CC1)=O)C1=CC=CC=C1 N-methyl-6-(3-(4-(2-oxo-2-(pyridin-3-ylamino)ethyl)phenoxy)azetidin-1-yl)-[1,1'-biphenyl]-2-formamide